3-(3-(benzylamino)-6-chloro-2-phenylimidazo[1,2-a]pyridin-5-yl)phenol C(C1=CC=CC=C1)NC1=C(N=C2N1C(=C(C=C2)Cl)C=2C=C(C=CC2)O)C2=CC=CC=C2